[Na+].[Na+].OC1=CC(=CC2=CC(=CC(=C12)O)S(=O)(=O)[O-])S(=O)(=O)[O-] 4,5-dihydroxy-2,7-naphthalenedisulfonic acid disodium salt